C(C)(C)(C)OC(=O)NCCCN(CCCCCCCC(=O)OC(CCCCCCCC)CCCCCCCC)CCCCCCCC(OC(CC)CCCCCCCC)=O Heptadecan-9-yl 8-((3-((tert-butoxycarbonyl)amino)propyl)(8-oxo-8-(undecan-3-yloxy)octyl)amino)octanoate